C(C)(C)(C)[Si](C1=CC=CC=C1)(C1=CC=CC=C1)OC1CC=CC1 tert-butyl-(cyclopent-3-enyloxy)diphenylsilane